C(C)(C)(C)[C@@H]1CC=2C=C(C(=NC2C=2N1C=C(C(C2)=O)C(=O)O)C)OCCCOC (S)-6-(tert-butyl)-3-(3-methoxypropoxy)-2-methyl-10-oxo-5,10-dihydro-6H-pyrido[1,2-H][1,7]naphthyridine-9-carboxylic acid